FC=1C(=C(C=CC1)O)C1=C2C(=C(N=N1)N[C@H]1C[C@@H](CCC1)O)C=NC=C2 3-fluoro-2-[4-[[(1r,3r)-3-hydroxycyclohexyl]amino]pyrido[3,4-d]pyridazin-1-yl]phenol